C(C1=CC=CC=C1)C=1NC(=NN1)C(=O)N[C@H]1[C@@H]2[C@H](C3=C(N(C1=O)C)N=CC=N3)C2 5-benzyl-N-((7S,7aS,8aR)-5-methyl-6-oxo-5,6,7,7a,8,8a-hexahydro-cyclopropa[d]pyrazino[2,3-b]azepin-7-yl)-4H-1,2,4-triazole-3-carboxamide